3-Fluorooxolane-2-one FC1C(OCC1)=O